C1(CC1)N1N=C(C=C1)N 1-cyclopropyl-1H-pyrazol-3-amine